N1=NC(=CC2=C1C1=C(SCC2)C=CC=C1)N1N=C(N=C1N)NC1=CC(=C(C=C1)N1CC2N(CC1)CCCC2)F 1-(6,7-dihydro-5H-benzo[2,3]thiepino[4,5-c]pyridazin-3-yl)-N3-(3-fluoro-4-(octahydro-1H-pyrido[1,2-a]pyrazin-2-yl)phenyl)-1H-1,2,4-triazole-3,5-diamine